3-fluoro-4-[2-ethyl-6-[3-(trifluoromethyl)phenyl]imidazo[1,2-a]pyrazin-3-yl]phenol FC=1C=C(C=CC1C1=C(N=C2N1C=C(N=C2)C2=CC(=CC=C2)C(F)(F)F)CC)O